C(C)(C)(C)OC(N[C@@H]1C[C@@H](CC1)OC1=C(C(=NC(=C1)C1CC1)OC)C1=CC(=NN1)NC=1C=NC(=CC1)C#N)=O ((1s,3r)-3-((3-(3-((6-cyanopyridin-3-yl)amino)-1H-pyrazol-5-yl)-6-cyclopropyl-2-methoxypyridin-4-yl)oxy)cyclopentyl)carbamic acid tert-butyl ester